COC(C1=CC=C(C=C1)OC1=CC=CC=C1)=C(C#N)C#N (methoxy(4-phenoxyphenyl)methylene)malononitrile